N[C@@H](C(=O)OC)CC1=NC(=CC=C1)C=O METHYL (2R)-2-AMINO-3-(6-FORMYL(2-PYRIDYL))PROPANOATE